NC1=NC2=CC(=CC=C2C=N1)C=1C=C(C(=O)NC)C=C(C1)NC(C=C)=O 3-(2-aminoquinazolin-7-yl)-N-methyl-5-(prop-2-enamido)benzamide